NC1=CC=CC(=N1)S(=O)(=O)NC(=O)C=1C(=NC(=CC1)C1=CC(=CC=C1)CC)OC1=C(C=C(C=C1C)C)C N-[(6-Amino-2-pyridyl)sulfonyl]-6-(3-ethylphenyl)-2-(2,4,6-trimethylphenoxy)pyridin-3-carboxamid